2-(2-Phenoxyacetyl)-8-(2-(trifluoromethyl)phenyl)-1,3,4,12a-tetrahydrobenzo[e]pyrazino[1,2-a][1,4]diazepine-6,12(2H,11H)-dione O(C1=CC=CC=C1)CC(=O)N1CC2N(C(C3=C(NC2=O)C=CC(=C3)C3=C(C=CC=C3)C(F)(F)F)=O)CC1